C(CC)OP(OCCC)(=O)CCC tri-propylphosphonic acid